FC1=C(C[C@H]2NCCCCC2)C=CC=C1 (S)-2-(2-fluorobenzyl)azepane